3-methyl-2,4-pentanedione CC(C(C)=O)C(C)=O